2-(4-Fluorophenyl)-3-[2-methyl-4-(2,2,2-trifluoro-1-hydroxyethyl)phenyl]-1,3-thiazolidin-4-one FC1=CC=C(C=C1)C1SCC(N1C1=C(C=C(C=C1)C(C(F)(F)F)O)C)=O